C(C)(=O)C1=C(N(C(=C1)\C=C\CC(C)(C)C#N)C1=CC=C(C#N)C=C1)C (E)-4-(3-acetyl-5-(4-cyano-4-methylpent-1-en-1-yl)-2-methyl-1H-pyrrol-1-yl)benzonitrile